4-(3-(2-sulfamoylaminoethyl)azetidin-1-yl)-6-bromo-7-methoxyquinazoline S(N)(=O)(=O)NCCC1CN(C1)C1=NC=NC2=CC(=C(C=C12)Br)OC